8-((4-methoxybenzyl)oxy)-3-methyl-6-morpholinoquinoxalin-2(1H)-one COC1=CC=C(COC=2C=C(C=C3N=C(C(NC23)=O)C)N2CCOCC2)C=C1